OC=1C=C(C=C(C1O)OC)C1=NC2=C(N1)C=CC(=C2)N2CCN(CC2)C(=O)C2=CC(=CC(=C2)C)C (4-(2-(3,4-dihydroxy-5-methoxyphenyl)-1H-benzo[d]imidazol-5-yl)piperazin-1-yl)(3,5-dimethylphenyl)methanone